C(C=C)(=O)N1CC(CCC1)C1=C2C(=C(NC2=C(C=C1F)C(=O)N)C)C 4-(1-acryloylpiperidin-3-yl)-5-fluoro-2,3-dimethyl-1H-indole-7-carboxamide